4-((1R,5S)-3,8-Diazabicyclo[3.2.1]octan-3-yl)-7-(7,8-difluoro-3-hydroxynaphthalen-1-yl)-2-((tetrahydro-1H-pyrrolizin-7a(5H)-yl)methoxy-d2)pyrimido[4,5-d]pyridazin-8(7H)-one [C@H]12CN(C[C@H](CC1)N2)C2=NC(=NC=1C(N(N=CC12)C1=CC(=CC2=CC=C(C(=C12)F)F)O)=O)OC([2H])([2H])C12CCCN2CCC1